C(C)(C)(C)C1=CC(=NC=C1)N1C2=CC=CC=C2C=2C=CC(=CC12)OC=1C=C(C=CC1)B(O)O (3-((9-(4-(tert-butyl)pyridin-2-yl)-9H-carbazol-2-yl)oxy)phenyl)boronic acid